N-methyl-N-(p-methylphenyl)methacrylamide CN(C(C(=C)C)=O)C1=CC=C(C=C1)C